C(=O)(OC(C)(C)C)N[C@@H](CC1=CC=CC=C1)C(=O)N[C@@H](C(C)C)C(=O)O (Boc)-L-phenylalanyl-L-valine